3,5-difluoro-N-(2-methoxy-5-(4-(piperazin-1-yl)pyrido[3,2-d]pyrimidin-6-yl)pyridin-3-yl)pyridine-4-sulfonamide trifluoroacetate FC(C(=O)O)(F)F.FC=1C=NC=C(C1S(=O)(=O)NC=1C(=NC=C(C1)C=1C=CC=2N=CN=C(C2N1)N1CCNCC1)OC)F